C(C)(C)(C)OC(=O)NCC[C@@H](C(=O)O)O N-t-butoxycarbonyl-4-amino-2(S)-hydroxybutyric acid